6-(4-amino-4-methylpiperidin-1-yl)-3-(2,3-dichlorophenyl)-1H-pyrazolo[3,4-b]Pyrazine-5-carboxamide NC1(CCN(CC1)C1=C(N=C2C(=N1)NN=C2C2=C(C(=CC=C2)Cl)Cl)C(=O)N)C